2-[2-(6-methyl-2-pyridyl)imidazo[1,2-a]pyridin-3-yl]-7-(1H-pyrazol-4-yl)-1,5-naphthyridine CC1=CC=CC(=N1)C=1N=C2N(C=CC=C2)C1C1=NC2=CC(=CN=C2C=C1)C=1C=NNC1